(3E)-3-[3-(4-chloropyridin-2-yl)prop-2-yn-1-ylidene]-N,N,2,2-tetramethylpyrrolidine-1-carboxamide ClC1=CC(=NC=C1)C#C\C=C/1\C(N(CC1)C(=O)N(C)C)(C)C